NC1=CC(=C(C=C1OC)N1CCN(CC1)C1CCN(CC1)CC1CCN(CC1)C=1C=C2C(N(C(C2=CC1)=O)C1C(NC(CC1)=O)=O)=O)C=1C=NN(C1)C 5-(4-((4-(4-(4-amino-5-methoxy-2-(1-methyl-1H-pyrazol-4-yl)phenyl)piperazine-1-yl)piperidin-1-yl)methyl)piperidin-1-yl)-2-(2,6-dioxopiperidin-3-yl)isoindoline-1,3-dione